(2,2'-dimethyl-[1,1'-biphenyl]-3,3'-diyl)bis(4,5,6,7-tetrahydrothiazolo[5,4-c]pyridine-2-carboxamide) CC1=C(C=CC=C1C1NCCC2=C1SC(=N2)C(=O)N)C2=C(C(=CC=C2)C2NCCC1=C2SC(=N1)C(=O)N)C